BrC1=CC(=C(N)C=C1Cl)OC 4-bromo-5-chloro-2-methoxyaniline